(E)-7-(3-(3,4-dichlorobenzylidene)-2,5-diketopyrrolidinyl)-N-hydroxyheptylamide ClC=1C=C(\C=C/2\C(N(C(C2)=O)C(CCCCCC[NH-])O)=O)C=CC1Cl